2-(2-(2-chloroethoxy)ethoxy)ethan-1-amine ClCCOCCOCCN